2-(2-Diethylamino-ethoxy)-11,11-dimethyl-5-oxo-5,11-dihydro-benzo[4,5]furo[3,2-g]quinoline-8-carbonitrile C(C)N(CCOC1=NC=2C(C3=C(C(C2C=C1)=O)C1=C(O3)C=C(C=C1)C#N)(C)C)CC